(R)-2-(3-((6-chloro-5-methylpyridazin-3-yl)amino)piperidin-1-yl)ethan ClC1=C(C=C(N=N1)N[C@H]1CN(CCC1)CC)C